behenylether C(CCCCCCCCCCCCCCCCCCCCC)OCCCCCCCCCCCCCCCCCCCCCC